5-[(3-cyclopropyl-2-fluorophenyl)sulfonyl]-N-[2-(2,4-dimethylphenyl)-2,2-difluoroethyl]-2-methylpyrimidine-4-carboxamide C1(CC1)C=1C(=C(C=CC1)S(=O)(=O)C=1C(=NC(=NC1)C)C(=O)NCC(F)(F)C1=C(C=C(C=C1)C)C)F